N(=[N+]=[N-])CCCCC(=O)Cl azidovaleryl chloride